NCC(O)C1=CCC(C=C1)=O 2-amino-1-(4-oxophenyl)ethan-1-ol